NC=1N=C(C=C2C=C(N=CC12)NC(=O)[C@H]1[C@@H](C1)C1=NNC=C1)C=1C=NC=CC1C trans-N-[8-amino-6-(4-methyl-3-pyridyl)-2,7-naphthyridin-3-yl]-2-(1H-pyrazol-3-yl)cyclopropanecarboxamide